OC=1C=C(C=CC1)C1=CC=C(C=C1)C(C)N1CCN(CC1)C1=CC=C(C(=O)NS(=O)(=O)C2=CC(=C(C=C2)NCCSC2=CC=CC=C2)C(F)(F)F)C=C1 4-[4-[1-[4-(3-Hydroxyphenyl)phenyl]ethyl]piperazin-1-yl]-N-[4-(2-phenylsulfanylethylamino)-3-(trifluoromethyl)phenyl]sulfonylbenzamide